CC=1SC=2N3C(=NN=C3[C@@H](N=C(C2C1C)C1=CC=C(OC2CCC3(CCN(C3)C(=O)OC(C)(C)C)C2)C=C1)C)C tert-butyl 8-[4-[(9S)-4,5,9,13-tetramethyl-3-thia-1,8,11,12-tetrazatricyclo[8.3.0.02,6]trideca-2(6),4,7,10,12-pentaen-7-yl]phenoxy]-2-azaspiro[4.4]nonane-2-carboxylate